C(CC)C1SC(CC=C1C=O)CCC 2,6-Dipropyl-5,6-dihydro-2H-thiopyran-3-carboxaldehyde